COC(=O)C1=NC(=C(N=C1N)Cl)Cl 3-Amino-5,6-dichloropyrazine-2-carboxylic acid methyl ester